C1(=CC=CC2=CC=CC=C12)NC(=O)OCC(=O)OCC Ethyl 2-{[(naphthalen-1-yl)-carbamoyl]oxy}acetate